CN1C(C(C(CC1)C=1C(N(C2=CC=CC=C2N1)C)=O)C)=O 3-(1,3-dimethyl-2-oxopiperidin-4-yl)-1-methyl-quinoxalin-2-one